ClC1=NC=CC(=C1)CCl 2-chloro-4-(chloromethyl)pyridine